4-(1-(4-(Trifluoromethoxy)phenyl)-1H-1,2,4-triazol-3-yl)phenethyl (Z)-(3-(2-isopropyl-5-methylphenyl)thiazol-2(3H)-ylidene)carbamate C(C)(C)C1=C(C=C(C=C1)C)N1/C(/SC=C1)=N/C(OCCC1=CC=C(C=C1)C1=NN(C=N1)C1=CC=C(C=C1)OC(F)(F)F)=O